(9H-fluoren-9-yl)methyl (3-(4-((6-aminohexyl)oxy)phenyl)-1-(3,5-bis((E)-3,4-dichlorobenzylidene)-4-oxopiperidin-1-yl)-1-oxopropan-2-yl)carbamate NCCCCCCOC1=CC=C(C=C1)CC(C(=O)N1C\C(\C(/C(/C1)=C/C1=CC(=C(C=C1)Cl)Cl)=O)=C/C1=CC(=C(C=C1)Cl)Cl)NC(OCC1C2=CC=CC=C2C=2C=CC=CC12)=O